tris(stearate) bismuth [Bi+3].C(CCCCCCCCCCCCCCCCC)(=O)[O-].C(CCCCCCCCCCCCCCCCC)(=O)[O-].C(CCCCCCCCCCCCCCCCC)(=O)[O-]